N-{[(2R)-1,4-dioxan-2-yl]methyl}-7-methoxy-6-[3-(pyrrolidin-1-yl)propoxy]-1H,2H,3H-cyclopenta[b]quinolin-9-amine O1[C@@H](COCC1)CNC1=C2C(=NC=3C=C(C(=CC13)OC)OCCCN1CCCC1)CCC2